4,5-dimethyl-2-(2-hydroxy-4-methoxyphenyl)-imidazole CC=1N=C(NC1C)C1=C(C=C(C=C1)OC)O